C1(CCCCC1)C1NC=CC2=CC=CC=C12 1-cyclohexyl-1,2-dihydroisoquinoline